6-(3,4-difluorophenyl)-3-(3-(pyridin-4-yl)-1H-pyrazol-5-yl)-1,3-oxazinan-2-one FC=1C=C(C=CC1F)C1CCN(C(O1)=O)C1=CC(=NN1)C1=CC=NC=C1